(R)-1-(2-Ethynylthiazol-4-yl)-3-(2-hydroxy-1-(6-(pyrrolidin-1-yl)-[2,3'-bipyridin]-6'-yl)ethyl)urea C(#C)C=1SC=C(N1)NC(=O)N[C@@H](CO)C1=CC=C(C=N1)C1=NC(=CC=C1)N1CCCC1